ClC=1C=C(C=C(C1OC=1C=CC2=C(N(C(=N2)OC)C2CC2)C1)Cl)N1N=C(C(NC1=O)=O)C#N 2-(3,5-dichloro-4-((1-cyclopropyl-2-methoxy-1H-benzo[d]imidazol-6-yl)oxy)phenyl)-3,5-dioxo-2,3,4,5-tetrahydro-1,2,4-triazine-6-carbonitrile